N1=C(C=CC=C1)NC(=S)N/N=C(\C)/C1=NC=CC=C1 (E)-N-(pyridin-2-yl)-2-(1-(pyridin-2-yl)ethylidene)hydrazine-1-carbothioamide